3-(2,2-diphenyl-2-(undecanoyloxy)acetoxy)spiro[bicyclo[3.2.1]octane-8,1'-pyrrolidin]-8-ium chloride [Cl-].C1(=CC=CC=C1)C(C(=O)OC1CC2CCC(C1)[N+]21CCCC1)(OC(CCCCCCCCCC)=O)C1=CC=CC=C1